OC1=CC=C2C(C(=C(OC2=C1OC)C1=CC(=C(C=C1)O)O)OC)=O 7,3',4'-trihydroxy-3,8-dimethoxyflavone